CN1CCN(C2=C(C=CC=C12)C)S(=O)(=O)C1=C(C=C(C=C1)N1C=NC(=C1)C#N)C 1-{4-[(4,8-dimethyl-1,2,3,4-tetrahydroquinoxalin-1-yl)sulfonyl]-3-methylphenyl}-1H-imidazole-4-carbonitrile